FC1=CN=C2C=3C(=NC(=NC13)OC[C@]13CCCN3C[C@@H](C1)F)N(C1(CC1)CO2)C 4-fluoro-2-(((2R,7aS)-2-fluorotetrahydro-1H-pyrrolizin-7a(5H)-yl)methoxy)-10-methyl-8H,10H-7-oxa-1,3,6,10-tetraazaspiro[cyclohepta[de]naphthalene-9,1'-cyclopropan]